6-(3-(ethylsulfonyl)-6-(4-fluoro-1H-pyrazol-1-yl)pyridin-2-yl)-2-(trifluoromethyl)pyrazolo[1,5-a]pyrimidine C(C)S(=O)(=O)C=1C(=NC(=CC1)N1N=CC(=C1)F)C=1C=NC=2N(C1)N=C(C2)C(F)(F)F